NCCN1N=CC(=C1)NC1=NC=CC(=N1)C1=CC(=C(CNC(=O)C2=CN=C(S2)C(C)(C)C)C=C1)C N-(4-(2-((1-(2-aminoethyl)-1H-pyrazol-4-yl)amino)pyrimidin-4-yl)-2-methylbenzyl)-2-(tert-butyl)thiazole-5-carboxamide